6-[(E)-But-2-enyl]-4-[4-(1-hydroxy-1-methylethyl)-2,5-dimethoxyphenyl]-2-methyl-1H-pyrrolo-[2,3-c]pyridin-7-on C(\C=C\C)N1C(C2=C(C(=C1)C1=C(C=C(C(=C1)OC)C(C)(C)O)OC)C=C(N2)C)=O